[Na].[Na].OC=1C(=C(N)C(=C(C1[N+](=O)[O-])O)[N+](=O)[O-])[N+](=O)[O-] 3,5-dihydroxy-2,4,6-trinitroaniline disodium salt